BrC1=CC=2N(C(=C1)OC)N=C(N2)N 7-bromo-5-methoxy-[1,2,4]triazolo[1,5-a]pyridin-2-amine